COC1=CC=C(CN2N=C(C=C2C)C2(NC(=NC(=C2)C=2C=NN(C2)C)N)N)C=C1 4-(1-(4-methoxybenzyl)-5-methyl-1H-pyrazol-3-yl)-6-(1-methyl-1H-pyrazol-4-yl)pyrimidine-2,4-diamine